C1=C(C=CC2=CC=CC=C12)CN1C=CC2=C(C=CC(=C12)C(=O)NCC1=CC=C(C(=O)O)C=C1)NC1=CC=CC=C1 4-((1-(naphthalen-2-ylmethyl)-4-(phenylamino)-1H-indole-7-carboxamido)methyl)benzoic acid